FC([C@@H]1CN(CC1)CCC)F (S)-1-((S)-3-(difluoromethyl)pyrrolidine-1-yl)propane